FC1=C(C=C(C=C1)F)[C@@H]1N(CCC1)C1=NC2=C(C(=CN=C2C=C1)F)C=1C=NN(C1)C1CCNCC1 (R)-2-(2-(2,5-difluorophenyl)pyrrolidin-1-yl)-7-fluoro-8-(1-(piperidin-4-yl)-1H-pyrazol-4-yl)-1,5-naphthyridine